C(C)(=O)N1CCC(CC1)NC1=NC(=CC(=C1)C(=O)NC[C@H]([C@H]1NCC2=CC(=CC=C2C1)O)O)N1CCCCC1 2-[(1-Acetyl-4-piperidyl)amino]-N-[(2R)-2-hydroxy-2-[(3S)-7-hydroxy-1,2,3,4-tetrahydroisoquinolin-3-yl]ethyl]-6-(1-piperidyl)pyridine-4-carboxamide